N-[2-(p-tolylsulfonyloxy)phenyl]-N'-[4-(mesyloxy)phenyl]urea C1(=CC=C(C=C1)S(=O)(=O)OC1=C(C=CC=C1)NC(=O)NC1=CC=C(C=C1)OS(=O)(=O)C)C